CC1(COC2=CC(=CN=C2O1)NC1=NC(=NC=C1)NC1=CC(=C(C=C1)OC1CC(C1)N(C)C)OC)C 4-(3,3-dimethyl-2,3-dihydro-1,4-dioxa-5-aza-7-naphthylamino)-2-{3-methoxy-4-[(1s,3s)-3-(dimethylamino)cyclobutoxy]phenylamino}pyrimidine